BrC=1N=C(N(C1)CC1=NC=C(C=N1)Cl)CCCC(F)(F)F 2-[[4-bromo-2-(4,4,4-trifluorobutyl)imidazol-1-yl]methyl]-5-chloro-pyrimidine